NC1=C(C=C(C=C1)C1=CC=C(C=C1)F)NC(=O)C1=CC2=C(C=C(O2)S(=O)(=N)C)C=C1 N-[2-amino-5-(4-fluorophenyl)phenyl]-2-(methylsulfonimidoyl)benzofuran-6-carboxamide